CN1N=CC(=C1)C=1C(=NC2=CC=C(C=C2C1)C(=O)N1CCOCC1)C=O 3-(1-methyl-1H-pyrazol-4-yl)-6-(morpholine-4-carbonyl)quinoline-2-carbaldehyde